FC=1C=C(C=CC1OC1=C2C(=NC=C1)NN=C2NC[C@@H](C)O)NC(=O)C=2C(N(C(N(C2)C(C)C)=O)C2=CC=C(C=C2)F)=O (R)-N-(3-fluoro-4-((3-((2-hydroxypropyl)amino)-1H-pyrazolo[3,4-b]pyridin-4-yl)oxy)phenyl)-3-(4-fluorophenyl)-1-isopropyl-2,4-dioxo-1,2,3,4-tetrahydropyrimidine-5-carboxamide